C(C)(=O)N1CC2(CC1)C(NC1=CC(=CC(=C12)C=1C=NC=CC1)C(=O)NC1=CC=C(C=C1)OC(F)(F)Cl)=O 1'-acetyl-N-(4-(chlorodifluoromethoxy)phenyl)-2-oxo-4-(pyridin-3-yl)spiro[indoline-3,3'-pyrrolidine]-6-carboxamide